(R)-2-phenyl-2-(piperidin-1-yl)cyclohexan-1-one C1(=CC=CC=C1)[C@]1(C(CCCC1)=O)N1CCCCC1